tert-butyl 4-(((3R,4R)-3-(4-(1H-pyrazol-1-yl)phenyl)-1-methylpiperidin-4-yl)methyl)-5,7-dimethyl-1H-indole-1-carboxylate N1(N=CC=C1)C1=CC=C(C=C1)[C@@H]1CN(CC[C@H]1CC1=C2C=CN(C2=C(C=C1C)C)C(=O)OC(C)(C)C)C